C(C)OC(CC(C(F)(F)F)NC(=O)N([C@H](C)C1=CC(=CC=C1)C=1N=C(C=2N(C1)C=CN2)OC)CC)=O.CN2[C@@H](CCC2)C=2C=NC=CC2CCC(=O)N (S)-3-(3-(1-methylpyrrolidin-2-yl)pyridin-4-yl)propionamide ethyl-3-(3-ethyl-3-((R)-1-(3-(8-methoxyimidazo[1,2-a]pyrazin-6-yl)phenyl)ethyl)ureido)-4,4,4-trifluorobutanoate